ClC1=NC=C(C(=N1)Cl)C(=O)NC([2H])([2H])[2H] 2,4-Dichloro-N-(methyl-d3)pyrimidine-5-carboxamide